N-[(1s,4s)-4-{[6-chloro-2-(trifluoromethyl)quinolin-4-yl]amino}cyclohexyl]-1-[5-(trifluoromethyl)pyridin-2-yl]piperidine-4-carboxamide ClC=1C=C2C(=CC(=NC2=CC1)C(F)(F)F)NC1CCC(CC1)NC(=O)C1CCN(CC1)C1=NC=C(C=C1)C(F)(F)F